ClC=1C=C2CC(OC(C2=CC1)=O)CC(=O)O 2-(6-Chloro-1-oxoisochroman-3-yl)acetic acid